N1N=C(C=C1)C=1C=NC=CC1 3-pyrazolylpyridine